C(C)(C)C(CCN)CCCCN 3-isopropyl-1,7-diaminoheptane